5-{2-amino-[1,2,4]triazolo[1,5-a]pyridin-7-yl}-N-{[2-(cyclopentylmethoxy)-3,5-difluorophenyl]methyl}-6-methylpyridine-3-carboxamide NC1=NN2C(C=C(C=C2)C=2C=C(C=NC2C)C(=O)NCC2=C(C(=CC(=C2)F)F)OCC2CCCC2)=N1